6-fluoro-N-[6-[2-[6-[(2-hydroxy-2-methyl-propyl)amino]hexyl]phenyl]-5-[3-(3,3,3-trifluoro-2,2-dimethyl-propoxy)pyrazol-1-yl]pyrazin-2-yl]pyridine-2-sulfonamide FC1=CC=CC(=N1)S(=O)(=O)NC1=NC(=C(N=C1)N1N=C(C=C1)OCC(C(F)(F)F)(C)C)C1=C(C=CC=C1)CCCCCCNCC(C)(C)O